furo[3,2-c]pyridine-7-sulfonyl fluoride O1C=CC=2C=NC=C(C21)S(=O)(=O)F